BrC1=CC=C2C(=N1)N=C(N2C)C 5-bromo-1,2-dimethylimidazo[4,5-b]pyridine